CC(CC(CCCO)O)C 6-methyl-1,4-heptanediol